2-(4-methoxyphenyl)-2-[3-(4-methoxyphenyl)propoxy]ethyl-1H-imidazol COC1=CC=C(C=C1)C(CN1C=NC=C1)OCCCC1=CC=C(C=C1)OC